ClC1=NC=C2C=C(N=C(C2=C1)N1CCC(CC1)(O)C)C1=C(C(=CC(=C1Cl)OC)OC)Cl 1-(7-chloro-3-(2,6-dichloro-3,5-dimethoxyphenyl)-2,6-naphthyridin-1-yl)-4-methylpiperidin-4-ol